bis(4-t-butylphenyl)iodonium iodonium hexafluorophosphate F[P-](F)(F)(F)(F)F.[IH2+].C(C)(C)(C)C1=CC=C(C=C1)[I+]C1=CC=C(C=C1)C(C)(C)C.F[P-](F)(F)(F)(F)F